C(#N)[C@H]1N(CSC1)C(CNC(=O)C1=CC=NC2=CC=C(C=C12)C1=C2N(N=C1)CC(C2)(C)C)=O (R)-N-(2-(4-Cyanothiazolidin-3-yl)-2-oxoethyl)-6-(5,5-dimethyl-5,6-dihydro-4H-pyrrolo[1,2-b]pyrazol-3-yl)quinoline-4-carboxamide